2-methyl-3-thiocyano-2-butanol CC(C)(C(C)SC#N)O